BrCCCCC(=O)NC(C)(C)C1=CC=C(C=C1)Br 5-bromo-N-[1-(4-bromophenyl)-1-methyl-ethyl]pentanamide